2-(bicyclo[1.1.1]pentan-1-ylamino)-4-((1R,3S)-3-hydroxy-3-methylcyclohexylamino)pyrimidine-5-carboxamide C12(CC(C1)C2)NC2=NC=C(C(=N2)N[C@H]2C[C@@](CCC2)(C)O)C(=O)N